3-((4-methoxybenzyl)oxy)-5-((1-(4-(trifluoromethyl)phenyl)-1H-1,2,4-triazol-3-yl)amino)pyridine COC1=CC=C(COC=2C=NC=C(C2)NC2=NN(C=N2)C2=CC=C(C=C2)C(F)(F)F)C=C1